5-[3-Fluoro-5-(trifluoromethyl)phenyl]-N-{[1-(methoxymethyl)cyclobutyl]methyl}-N-methyl-2-{5-[4-(1H-tetrazol-5-yl)piperidin-1-yl]pyrazin-2-yl}-1H-imidazo[4,5-b]pyridine-7-amine FC=1C=C(C=C(C1)C(F)(F)F)C1=CC(=C2C(=N1)N=C(N2)C2=NC=C(N=C2)N2CCC(CC2)C2=NN=NN2)N(C)CC2(CCC2)COC